CC(C(=O)O)C(CC)=O 2-Methyl-3-ketovaleric acid